fluoroarabinosyl-adenosine F[C@@]1([C@@](O[C@@H]([C@H]1O)CO)(N1C=NC=2C(N)=NC=NC12)C1[C@@H](O)[C@H](O)[C@H](O)CO1)O